3-[2-deoxy-2-fluoro-3,5-bis-O-(phenylcarbonyl)-beta-D-arabinofuranosyl]-7-nitro-3H-imidazo[4,5-b]Pyridine F[C@@H]1[C@@H](O[C@@H]([C@H]1OC(=O)C1=CC=CC=C1)COC(=O)C1=CC=CC=C1)N1C=NC=2C1=NC=CC2[N+](=O)[O-]